(S)-(2-chloro-pyridin-4-yl)-(1,3-dimethyl-azetidin-3-yl)-(4-isopropyl-phenyl)-methanol ClC1=NC=CC(=C1)[C@@](O)(C1=CC=C(C=C1)C(C)C)C1(CN(C1)C)C